4-chloro-2-aminopyridine ClC1=CC(=NC=C1)N